C(C)C1(COC1)OCC1COC1 3-ethyl-3-(3-oxetanylmethoxy)oxetane